C(C)(C)(C)C1(CC(=NC=C1)C1=NC=CC=C1)C(C)(C)C 4,4-di-t-butylbipyridine